tert-butyl (4-((2-chloropyridin-4-yl)methoxy)naphthalen-1-yl)carbamate ClC1=NC=CC(=C1)COC1=CC=C(C2=CC=CC=C12)NC(OC(C)(C)C)=O